COC=1C(=C2C(=CN=CC2=CN1)C=O)C#C[Si](C)(C)C 6-methoxy-5-(2-trimethylsilylethynyl)-2,7-naphthyridine-4-carbaldehyde